4-(2,4,4-trimethylpentan-2-yl)phenol CC(C)(CC(C)(C)C)C1=CC=C(C=C1)O